C(C1=CC=CC=C1)N(C)C=1C(=NN2C1N=CC=C2C=2C=NNC2)C(=O)NC2=CC=NC=C2 (benzyl-(methyl)amino)-7-(1H-pyrazol-4-yl)-N-(pyridin-4-yl)pyrazolo[1,5-a]pyrimidine-2-carboxamide